C(C)(C)(C)OC(=O)N1C=C(C2=CC(=CC=C12)O[C@@H]1CN(CCC1)C(=O)OC(C)(C)C)C(C)C (S)-5-((1-(tert-butoxycarbonyl)piperidin-3-yl)oxy)-3-isopropyl-1H-indole-1-carboxylic acid tert-butyl ester